(S)-2-(6-bromopyridin-2-ylcarbamoyl)pyrrolidine-1-carboxylic acid tert-butyl ester C(C)(C)(C)OC(=O)N1[C@@H](CCC1)C(NC1=NC(=CC=C1)Br)=O